(5-(tert-butyl)-1,3,4-oxadiazol-2-yl)bicyclo[2.2.2]octane-1-carboxylic acid methyl ester COC(=O)C12C(CC(CC1)CC2)C=2OC(=NN2)C(C)(C)C